COC1=CC=C(C=C1)CN1C(\C(\CC1(C)C)=C\C(CNC(OCC1=CC=CC=C1)=O)C1=CC=CC=C1)=O benzyl N-[(3E)-3-[1-[(4-methoxyphenyl)methyl]-5,5-dimethyl-2-oxo-pyrrolidin-3-ylidene]-2-phenyl-propyl]carbamate